NC1=NN2C(N=C(C=C2)C=2C=C3CN(C(C3=C(C2)O[C@@H]2COCC2)=O)[C@@H](C)C2CC2)=C1C(=O)NC1CC1 2-amino-N-cyclopropyl-5-{2-[(1S)-1-cyclopropylethyl]-1-oxo-7-[(3S)-oxolan-3-yloxy]-2,3-dihydro-1H-isoindol-5-yl}pyrazolo[1,5-a]pyrimidine-3-carboxamide